C1(=C(C(=CC(=C1)C)C)S(=O)(=O)N1CC2CN(CC2C1)C1CCOCC1)C 2-(mesitylsulfonyl)-5-(tetrahydro-2H-pyran-4-yl)octahydropyrrolo[3,4-c]pyrrole